NC1=NC=2C=CC(=CC2C2=C1[C@@H](OC2)C)C(=O)N(CC2=NC=C(C=C2)C(F)(F)F)[C@H]2[C@@H](C2)N (3S)-4-amino-N-((1R,2R)-2-aminocyclopropyl)-3-methyl-N-((5-(trifluoromethyl)-2-pyridinyl)methyl)-1,3-dihydrofuro[3,4-c]quinoline-8-carboxamide